((1r,3r)-3-(4-bromo-3-chlorophenoxy)cyclobutyl)carbamate BrC1=C(C=C(OC2CC(C2)NC([O-])=O)C=C1)Cl